[(1S*)-3-[(1S*)-5-Amino-4-carbamoyl-3-[4-[[(2-methoxybenzoyl)amino]methyl]phenyl]pyrazol-1-yl]cyclopentyl] 2,2-dimethylpropanoate CC(C(=O)O[C@@H]1CC(CC1)N1N=C(C(=C1N)C(N)=O)C1=CC=C(C=C1)CNC(C1=C(C=CC=C1)OC)=O)(C)C |o1:5|